C(CCCCC)(=O)NC=1SC(=C(N1)C)C1(C(C(=O)N)C=CC=C1)OC 2-(2-hexanamido-4-methylthiazol-5-yl)-2-methoxybenzamide